1-(2,3-dichlorophenyl)piperidine-4-one ClC1=C(C=CC=C1Cl)N1CCC(CC1)=O